6-chloro-2-(2,5-dimethylpyrrol-1-yl)-1-methyl-4-(4,4,5,5-tetramethyl-1,3,2-dioxaborolan-2-yl)benzimidazole ClC=1C=C(C2=C(N(C(=N2)N2C(=CC=C2C)C)C)C1)B1OC(C(O1)(C)C)(C)C